C(\C=C/C(=O)N)(=S)N thio-maleamide